tert-butyl N-methyl-N-[(3R)-1-[3-pyrimidin-5-yl-1-(2-trimethylsilylethoxymethyl) pyrrolo[2,3-b]pyridin-4-yl]-3-piperidyl]carbamate CN(C(OC(C)(C)C)=O)[C@H]1CN(CCC1)C1=C2C(=NC=C1)N(C=C2C=2C=NC=NC2)COCC[Si](C)(C)C